[I-].COC=1C(=C(C[N+]2=C(C=CC(=C2)C)SC)C(=CC1)C)C 1-(3-methoxy-2,6-dimethylbenzyl)-5-methyl-2-(methylthio)pyridin-1-ium iodide